N1(CCCC1)CCCO 3-pyrrolidin-1-ylpropan-1-ol